4-(2-oxo-6-{4-[1-(propan-2-yl)piperidin-4-yl]phenyl}-1,2-dihydroquinolin-3-yl)benzene-1-sulfonamide O=C1NC2=CC=C(C=C2C=C1C1=CC=C(C=C1)S(=O)(=O)N)C1=CC=C(C=C1)C1CCN(CC1)C(C)C